C(C)(C)(C)C=1C=NC(=NC1)C(=O)NC1=CC(=CC=C1)NC(=O)N1CCN(CC1)C1=NC=CC=N1 5-(tert-butyl)-N-(3-(4-(pyrimidin-2-yl)piperazine-1-carboxamido)phenyl)pyrimidine-2-carboxamide